O(C1=CC=CC=C1)C1=CC=C(C=C1)C12CNCC2C1 1-(4-Phenoxyphenyl)-3-azabicyclo[3.1.0]hexane